ClC=1C=CC2=C(CC(CC=3N2C(=NN3)[C@@H]3CC[C@H](CC3)N3C(CCC3)=O)OC)C1 1-[trans-4-(8-chloro-5-methoxy-5,6-dihydro-4H-[1,2,4]triazolo[4,3-a][1]benzazepin-1-yl)cyclohexyl]pyrrolidin-2-one